NC1=NC=2N(C=C1C#CCC1CCN(CC1)C1CC(C1)OC1CCN(CC1)C(=O)OC(C)(C)C)C=C(N2)C2=C(C=CC=C2)O tert-Butyl 4-[3-[4-[3-[7-amino-2-(2-hydroxyphenyl)imidazo[1,2-a]pyrimidin-6-yl] prop-2-ynyl]-1-piperidyl]cyclobutoxy]piperidine-1-carboxylate